N-methyl-3,5-bis-(2-hydroxyethyl)-hexahydro-s-triazine CN1CN(CN(C1)CCO)CCO